8-benzyl 2-methyl (1R,2R,5S)-3,8-diazabicyclo[3.2.1]octane-2,8-dicarboxylate [C@H]12[C@@H](NC[C@H](CC1)N2C(=O)OCC2=CC=CC=C2)C(=O)OC